Sodium sulfide [S-2].[Na+].[Na+]